[Sb]([O-])([O-])([O-])=S thio-antimonate